CN1[C@@H]([C@H](CC1=O)C(=O)NCCOCCCCOCCCC(=O)O)C=1C=NC=CC1 4-(4-(2-((2S,3S)-1-methyl-5-oxo-2-(pyridin-3-yl)pyrrolidine-3-carboxamido)ethoxy)butoxy)butanoic acid